Ethyl 1-[1-{5-chloro-2-[(trifluoromethylsulfonyl) oxy] phenyl} piperidin-3-yl]-5-(difluoromethyl)-1H-pyrazole-4-carboxylate ClC=1C=CC(=C(C1)N1CC(CCC1)N1N=CC(=C1C(F)F)C(=O)OCC)OS(=O)(=O)C(F)(F)F